C=CCC(CCC)C(=O)O heptene-4-carboxylic acid